CC1N(C=CC=C1O)CCNCC1=COC2=C(C1=O)C=CC(=C2)C 2-methyl-3-hydroxy-1-(2-(((4-oxo-7-methyl-4H-benzopyran-3-yl)methyl)amino)ethyl)pyridine